CO.[Na] sodium methanol